S(C)(=O)(=O)OC1=C(OS(C)(=O)=O)C(OS(C)(=O)=O)=CC=C1 pyrogallol trimesylate